(2R,3R,4R,5R)-3-benzyloxy-2-((benzyloxy)methyl)-4,5-dimethoxytetrahydrofuran C(C1=CC=CC=C1)O[C@@H]1[C@H](O[C@H]([C@@H]1OC)OC)COCC1=CC=CC=C1